3-methylene-5-(2,6,6-trimethylcyclohex-2-en-1-yl)pentan-2-ol C=C(C(C)O)CCC1C(=CCCC1(C)C)C